3-((3S,5R)-3-methyl-5-((5-(5-methyloxazol-2-yl)-1H-pyrrolo[2,3-b]pyridin-4-yl)amino)piperidin-1-yl)propanenitrile C[C@@H]1CN(C[C@@H](C1)NC1=C2C(=NC=C1C=1OC(=CN1)C)NC=C2)CCC#N